tert-Butyl ((2S,4R)-1-(3,3-dimethyl-4-((6-oxo-4-phenylpyrimidin-1(6H)-yl)methyl)piperidine-1-carbonyl)-2-phenylpiperidin-4-yl)carbamate CC1(CN(CCC1CN1C=NC(=CC1=O)C1=CC=CC=C1)C(=O)N1[C@@H](C[C@@H](CC1)NC(OC(C)(C)C)=O)C1=CC=CC=C1)C